1-trimethoxysilyl-6-bis(dimethylamino)methylsilylhexane CO[Si](CCCCCC[SiH2]C(N(C)C)N(C)C)(OC)OC